C(=O)C=1C(=NC=CC1N1CCC(CC1)NC(O)=O)N1CCOCC1 N-[1-[3-formyl-2-(morpholin-4-yl)pyridin-4-yl]Piperidin-4-yl]Carbamic acid